5-{[2-(4-Bromophenyl)imidazo[1,2-a]pyridin-3-yl]methyl}hexahydropyrrolo[3,4-c]pyrrol BrC1=CC=C(C=C1)C=1N=C2N(C=CC=C2)C1CN1CC2C(C1)CNC2